C(C)(C)(C)OC(=O)N[C@@H](CC(=O)OCC)C=1C=C(C=C(C1F)C)C1=C(C=C(C=C1OCCCC=C)F)C Ethyl (S)-3-((tert-butoxycarbonyl)amino)-3-(4,4'-difluoro-2',5-dimethyl-6'-(pent-4-en-1-yloxy)-[1,1'-biphenyl]-3-yl)propanoate